2-(4-chlorophenyl)-4,6-bis(dibenzofuran-4-yl)-benzoxazole ClC1=CC=C(C=C1)C=1OC2=C(N1)C(=CC(=C2)C2=CC=CC1=C2OC2=C1C=CC=C2)C2=CC=CC1=C2OC2=C1C=CC=C2